acryloxyhexyl dihydrogen thiophosphate P(=S)(OCCCCCCOC(C=C)=O)(O)O